FC(CNC(C1=CN=CC(=C1N1CC2(CCCN2)CC1)C1=CC(=CC(=C1)F)F)=O)(F)F N-2,2,2-trifluoroethyl-4-(1,7-diaza-7-spiro[4.4]nonyl)-5-(3,5-difluorophenyl)nicotinamide